4-methyl-1-[(4-methyl-5-isoquinolinyl)sulfonyl]indoline-6-carbonitrile CC1=C2CCN(C2=CC(=C1)C#N)S(=O)(=O)C1=C2C(=CN=CC2=CC=C1)C